O1C(OCC1)C1=NC=CC=C1C1NCCC(C1)C(F)(F)F (1,3-Dioxolan-2-yl)-3-(4-(trifluoromethyl)piperidin-2-yl)pyridine